Cl.Cl.N[C@@H](C(=O)OC)CC=1C=C2C=NNC2=C(C1)C methyl (R)-2-amino-3-(7-methyl-1H-indazol-5-yl)propanoate dihydrochloride